ClC=1N=C(C2=C(N1)C=C(O2)C(=O)N2CCCCC2)N2CCOCC2 (2-chloro-4-morpholinofuro[3,2-d]pyrimidin-6-yl)(piperidin-1-yl)methanone